FC1=CC2=C(N3C(CC(O2)C)=CC(=N3)C(=O)OCC)C=C1 ethyl 8-fluoro-5-methyl-4,5-dihydropyrazolo[5,1-d][1,5]benzoxazepine-2-carboxylate